5-methylene-nonanedioic acid C=C(CCCC(=O)O)CCCC(=O)O